(2S,5R)-5-hydroxylysine O[C@H](CC[C@H](N)C(=O)O)CN